trans-N-butyl-4-[(2,6-dichloro-4-pyridyl)-difluoro-methyl]cyclohexanecarboxamide C(CCC)NC(=O)[C@@H]1CC[C@H](CC1)C(F)(F)C1=CC(=NC(=C1)Cl)Cl